C(CCC)C1=CC(=CC(=C1)CCCC)CCCC 1,3,5-tributyl-benzene